tert-butyl (R)-3-((5-(5-(methylsulfonyl)oxazol-2-yl)-1-((2-(trimethylsilyl)ethoxy)methyl)-1H-pyrrolo[2,3-b]pyridin-4-yl)amino)piperidine-1-carboxylate CS(=O)(=O)C1=CN=C(O1)C=1C(=C2C(=NC1)N(C=C2)COCC[Si](C)(C)C)N[C@H]2CN(CCC2)C(=O)OC(C)(C)C